O=C1NC(CCC1N1C(C2=CC=C(C=C2C1=O)N1C[C@H](CC1)CO)=O)=O 2-(2,6-dioxopiperidin-3-yl)-5-[(3S)-3-(hydroxymethyl)pyrrolidin-1-yl]isoindole-1,3-dione